piperidine-2,6-dione, dihydrochloride Cl.Cl.N1C(CCCC1=O)=O